(2-(tert-Butoxy)-2-oxoethyl)zinc (II) bromide [Br-].C(C)(C)(C)OC(C[Zn+])=O